[I-].C(=C)C1=CCN(C=C1)C 4-vinyl-N-methylpyridine iodide